C(=C)C1SSC=CC1 3-vinyl-1,2-dithiacyclohex-5-ene